[N+](=O)([O-])C1=CC=C(C=C1)C(C(=O)NC1=C(C(=C(S1)C(=O)N)C)C#N)CC (2-(4-nitrophenyl)butyrylamino)-4-cyano-3-methylthiophene-2-carboxamide